lithium perchlorat Cl(=O)(=O)(=O)[O-].[Li+]